NC1C=C(CCC1=C(F)F)C(=O)O 3-amino-4-(difluoromethylene)-1-cyclohexene-1-carboxylic acid